N[C@@H]1CN(CC1)C1=C(C=NC(=C1C1=CC(=CC(=C1)F)F)C)C(=O)NC1CCC(CC1)(F)F 4-[(3S)-3-aminopyrrolidin-1-yl]-N-(4,4-difluorocyclohexyl)-5-(3,5-difluorophenyl)-6-methylpyridine-3-carboxamide